N-[(2S,3R)-1-(bicyclo[1.1.1]pentane-1-carbonyl)-4,4-difluoro-2-{[2-fluoro-3-(6-methoxypyridin-2-yl)phenyl]methyl}pyrrolidin-3-yl]methanesulfonamide C12(CC(C1)C2)C(=O)N2[C@H]([C@H](C(C2)(F)F)NS(=O)(=O)C)CC2=C(C(=CC=C2)C2=NC(=CC=C2)OC)F